N-(3-(5-(2-cyclopropylpyrimidin-5-yl)-1H-pyrrolo[2,3-b]pyridine-3-carbonyl)-2,4-difluorophenyl)propane-1-sulfonamide C1(CC1)C1=NC=C(C=N1)C=1C=C2C(=NC1)NC=C2C(=O)C=2C(=C(C=CC2F)NS(=O)(=O)CCC)F